[N+](=O)([O-])C1=C(C=CC(=C1)[N+](=O)[O-])S(=O)(=O)[O-] 2,4-dinitrobenzenesulfonate